ClC=1C(=CC=C2N=CC(=NC12)C=1C=NN(C1)C1CC(C1)=O)OC1=CC2=C(N=C(N2)C)C=C1 3-[4-[8-chloro-7-[(2-methyl-3H-benzimidazol-5-yl)oxy]quinoxalin-2-yl]pyrazol-1-yl]cyclobutanone